N-(2-bromo-6-fluorophenyl)-4-(2-chloro-4-fluoro-phenyl)-1,3-dimethyl-1H-pyrazol-5-amine BrC1=C(C(=CC=C1)F)NC1=C(C(=NN1C)C)C1=C(C=C(C=C1)F)Cl